C(C)C1=CC=C(C(=O)OC)C=C1 methyl 4-ethylbenzoate